C[C@H]1O[C@H](CN(C1)C1=CC=CC(=N1)/C=C/C1=CC(=NC=C1)C(C)N)C 1-(4-((E)-2-(6-((2R,6S)-2,6-dimethylmorpholino)pyridin-2-yl)vinyl)pyridin-2-yl)ethan-1-amine